(R or S)-N-(5-fluoro-6-(4-(morpholin-2-yl)-1H-imidazol-1-yl)pyridin-3-yl)-2-(5-methyl-3-(trifluoromethyl)-1H-pyrazol-1-yl)acetamide FC=1C=C(C=NC1N1C=NC(=C1)[C@H]1CNCCO1)NC(CN1N=C(C=C1C)C(F)(F)F)=O |o1:12|